FC1=C(C=C(C=C1)F)[C@@H]1N(CCC1)C1=CC=NN1CCN1C(NCC1)=O (R)-5-(2-(2,5-difluorophenyl)pyrrolidin-1-yl)-N-(2-(2-oxoimidazolidin-1-yl)ethyl)pyrazole